N-methylethane-1-sulfonamide CNS(=O)(=O)CC